O1COC2=C1C=CC(=C2)[C@@H]2N([C@@H](CC1=C2NC2=CC=CC=C12)C(=O)N1CCOCC1)C(C=C)=O 1-((1S,3S)-1-(benzo[d][1,3]dioxol-5-yl)-3-(morpholine-4-carbonyl)-1,3,4,9-tetrahydro-2H-pyrido[3,4-b]indol-2-yl)prop-2-en-1-one